2-hydroxynaphthalene-3,6-dicarboxylic acid OC1=CC2=CC=C(C=C2C=C1C(=O)O)C(=O)O